(Z)-2-(Prop-2-yn-1-yl)pent-4-yn-1-yl 7-((1R,2R,3R,5S)-3,5-dihydroxy-2-((R)-3-hydroxy-5-phenylpentyl)cyclopentyl)hept-5-enoate O[C@H]1[C@@H]([C@H]([C@H](C1)O)C\C=C/CCCC(=O)OCC(CC#C)CC#C)CC[C@H](CCC1=CC=CC=C1)O